ClC1=C(C=C(S1)C=1SC(=C(C1)CCCCCC)Cl)CCCCCC 5,5'-dichloro-4,4'-dihexyl-2,2'-bithiophene